C(CCCCC)C=1C=CC(=C(C1)[Ir](C1=C(C=CC(=C1)CCCCCC)C1=NC=CC2=CC=CC=C12)C1=C(C=CC(=C1)CCCCCC)C1=NC=CC2=CC=CC=C12)C1=NC=CC2=CC=CC=C12 tris[5-hexyl-2-(1-isoquinolinyl)phenyl]Iridium